ClCCOC1=NC=CC(=N1)NC=1C=C2C(=CN=C(C2=CN1)NC)C#CC=1C=C(C=CC1)O 3-[2-[6-[[2-(2-chloroethoxy)pyrimidin-4-yl]amino]-1-(methylamino)-2,7-naphthyridin-4-yl]ethynyl]phenol